N-(7-ethoxy-2-methylimidazo[1,2-a]pyridin-6-yl)-1,1-diphenylmethanimine C(C)OC1=CC=2N(C=C1N=C(C1=CC=CC=C1)C1=CC=CC=C1)C=C(N2)C